ClC1=CC(=NC=N1)N1CCN(CC1)C=1C=C2CN(C(C2=CC1)=O)C1C(NC(CC1)=O)=O 3-[5-[4-(6-chloropyrimidin-4-yl)piperazin-1-yl]-1-oxo-isoindolin-2-yl]piperidine-2,6-dione